OCCS(=O)(=O)O.COC1=C(C=CC(=C1)NS(=O)(=O)C)NC=1C2=CC=CC(=C2N=C2C(=CC=CC12)C(=O)NC)C 9-[[2-methoxy-4-[(methylsulfonyl)amino]phenyl]amino]-N,5-dimethyl-4-acridinecarboxamide 2-hydroxyethanesulfonate